N-(3-(5-chloro-1H-indol-3-yl)propyl)-4-(3-bromo-5-(4-methylpiperazin-1-yl)phenoxy)benzenesulfonamide ClC=1C=C2C(=CNC2=CC1)CCCNS(=O)(=O)C1=CC=C(C=C1)OC1=CC(=CC(=C1)N1CCN(CC1)C)Br